methyl 5-bromo-2,2-dimethyl-pentanoate BrCCCC(C(=O)OC)(C)C